(S)-4-(8-Amino-3-(1-(but-2-ynoyl)pyrrolidin-2-yl)imidazo[1,5-a]pyrazin-1-yl)-N-(pyridin-2-yl)benzamid NC=1C=2N(C=CN1)C(=NC2C2=CC=C(C(=O)NC1=NC=CC=C1)C=C2)[C@H]2N(CCC2)C(C#CC)=O